N,N,N',N'-tetrapropyl-3-oxapentanediamide C(CC)N(C(COCC(=O)N(CCC)CCC)=O)CCC